ClC=1C=C(C=2N=CN=C(C2N1)N)C 6-chloro-8-methylpyrido[3,2-d]Pyrimidin-4-amine